3-(1-(4-fluorophenyl)ethenyl)-N-(2-(pyrrolidin-1-yl)ethyl)pyridin-2-amine FC1=CC=C(C=C1)C(=C)C=1C(=NC=CC1)NCCN1CCCC1